(1S,3S)-3-((6-(5-(((5-fluoro-4-phenylthiazol-2-yl)amino)methyl)-1-methyl-1H-1,2,3-triazol-4-yl)-2-methylpyridin-3-yl)oxy)cyclohexane-1-carboxylic acid FC1=C(N=C(S1)NCC1=C(N=NN1C)C1=CC=C(C(=N1)C)O[C@@H]1C[C@H](CCC1)C(=O)O)C1=CC=CC=C1